NC1=NN(C2=C(C=CC=C12)OCCCN1[C@H](CN(C[C@H]1C)C(=O)OCC1=CC=CC=C1)C)C (3S,5R)-benzyl 4-(3-((3-amino-1-methyl-1H-indazol-7-yl)oxy)propyl)-3,5-dimethylpiperazine-1-carboxylate